COC(C(CC#C)C1=CC=CC=C1)=O alpha-propargyl-phenyl-acetic acid methyl ester